N[C@@H]1[C@@H](OCC12CCN(CC2)C=2N=CC(=NC2CO)SC2=CC=NC1=C2OCC2N1CCSC2)C 4-((5-((3S,4S)-4-amino-3-methyl-2-oxa-8-azaspiro[4.5]dec-8-yl)-6-(hydroxymethyl)-pyrazin-2-yl)thio)-6a,7,9,10-tetrahydro-6H-pyrido[3,2-b][1,4]thiazino[4,3-d][1,4]oxazine